COP(O)(=O)CCCC(OC)OC 3,3-dimethoxypropyl-methyl-phosphonic acid methyl ester